C\C(=C/CC1=C(C=C(C=C1O)CCC)O)\CCC=C(C)C 2-[(2E)-3,7-Dimethylocta-2,6-dienyl]-5-propyl-benzene-1,3-diol